FC=1C=C2C=3C(C(N(C2=C(C1)N)C)([2H])[2H])=NN(N3)C 8-fluoro-2,5-dimethyl-4,5-dihydro-2H-[1,2,3]triazolo[4,5-c]quinolin-4,4-d2-6-amine